p-(3-ethyl-4-{[(p-fluorophenyl)methyl]amino}-1-phenyl-1H-1,2,5,7-tetraazainden-6-yl)benzoic acid C(C)C1=NN(C2=NC(=NC(=C12)NCC1=CC=C(C=C1)F)C1=CC=C(C(=O)O)C=C1)C1=CC=CC=C1